[N+](=O)([O-])C1=NN(C=C1[N+](=O)[O-])C1CCC2(OCCO2)CC1 3,4-dinitro-1-(1,4-dioxaspiro[4.5]decan-8-yl)-1H-pyrazole